(4-bromophenyl)-phenoxazine BrC1=CC=C(C=C1)C1=CC=CC=2OC3=CC=CC=C3NC12